N1(CCNCC1)C1=CN=CS1 5-(piperazin-1-yl)thiazole